COC1=C(C=CC(=C1)C2=C(C(=O)C3=C(C=C(C=C3O2)O)O)OC)O The molecule is a dimethoxyflavone that is quercetin in which the hydroxy groups at position 3 and 3' have been replaced by methoxy groups. It has been isolated from several plant species and exhibits anti-bacterial and anti-cancer properties. It has a role as a plant metabolite, an antibacterial agent, an antineoplastic agent and an apoptosis inducer. It is a trihydroxyflavone, a dimethoxyflavone and a member of 3'-methoxyflavones. It derives from a quercetin.